ethyl (2R,3R)-1-((R)-tert-butylsulfinyl)-3-methylazepine-2-carboxylate C(C)(C)(C)[S@@](=O)N1C(=C(C=CC=C1)C)C(=O)OCC